C(C)N1C=NC2=C1N=NC=C2C2=CC(=C(C=C2)F)C2=CC1=CN(N=C1C=C2OC)C2C(CN(CC2)C)F 7-ethyl-4-(4-fluoro-3-(2-(3-fluoro-1-methylpiperidin-4-yl)-6-methoxy-2H-indazol-5-yl)Phenyl)-7H-imidazo[4,5-c]Pyridazine